[Si](C)(C)(C(C)(C)C)OCC1=NC(=NC=C1)CN (4-(((tert-butyldimethylsilyl)oxy)methyl)pyrimidin-2-yl)methylamine